COCCN1CC2(CN(C2)C(=O)C2=CC3=CC=CC(=C3C=C2)OC2=CC=C(C=C2)C(F)(F)F)C1 (6-(2-Methoxyethyl)-2,6-diazaspiro[3.3]heptan-2-yl)(5-(4-(trifluoromethyl)phenoxy)naphthalen-2-yl)methanone